Cl.Cl.CN1CCN(CC1)CCC(=O)O 3-(4-methylpiperazin-1-yl)propionic acid dihydrochloride